5-(2,4-dimethylphenyl)-3-(1-isopropyl-1H-benzo[d][1,2,3]triazol-5-yl)-1,2,4-oxadiazole CC1=C(C=CC(=C1)C)C1=NC(=NO1)C1=CC2=C(N(N=N2)C(C)C)C=C1